FC=1C=C(OCCN(C)CCOC2=CC(=C(C=C2)F)F)C=CC1F 2-(3,4-difluorophenoxy)-N-(2-(3,4-difluorophenoxy)ethyl)-N-methylethan-1-amine